6-(Pyridin-4-yl)quinolin N1=CC=C(C=C1)C=1C=C2C=CC=NC2=CC1